O1[C@@H](COCC1)COC=1C=NC=CC1C1=C(C=2C(NCCC2N1)=O)NC1=C(C(=CC=C1)F)C 2-(3-{[(2S)-1,4-dioxan-2-yl]methoxy}pyridin-4-yl)-3-(3-fluoro-2-methylanilino)-1,5,6,7-tetrahydro-4H-pyrrolo[3,2-c]pyridin-4-one